O[C@H]1[C@H](CN(CC1)C(=O)OCC1=CC=CC=C1)NS(=O)(=O)C1=CC=C(C=C1)[N+](=O)[O-] benzyl (3S,4R)-4-hydroxy-3-((4-nitrophenyl)sulfonamido)piperidine-1-carboxylate